C(C)S(=O)(=O)C=1C(=NC=C(C1)C(F)(F)F)C1=NC=2C(=NC=C(C2)SC(F)(F)F)N1C 2-(3-ethylsulfonyl-5-trifluoromethyl-pyridin-2-yl)-3-methyl-6-trifluoromethylsulfanyl-3H-imidazo[4,5-b]pyridine